5-(2-methylpropanoyl)amino-3-(1-(3-pentyl)piperidin-4-yl)-1H-indole CC(C(=O)NC=1C=C2C(=CNC2=CC1)C1CCN(CC1)C(CC)CC)C